ClC1=CC=CC(=N1)C(=O)OC=1C(=NC(=C(C1C)C)NC(=O)C1=C(C2=C(S1)C=C(C=C2)F)Cl)C 6-(3-chloro-6-fluorobenzo[b]thiophene-2-carboxamido)-2,4,5-trimethylpyridin-3-yl 6-chloropicolinate